2,2-Difluoroethane-1-amine hydrochloride Cl.FC(CN)F